C(CCCCCCCCCCCCC)(=O)O.[Zn] zinc tetradecanoic acid